[Si](C)(C)(C(C)(C)C)OCC[C@H]1CCC(N1C)=O (R)-5-(2-((tert-butyldimethylsilyl)oxy)ethyl)-1-methylpyrrolidin-2-one